N-(8-Cyclopropylquinolin-4-yl)-4-fluorobenzamide C1(CC1)C=1C=CC=C2C(=CC=NC12)NC(C1=CC=C(C=C1)F)=O